[C@H]1([C@@H](O)[C@@H](O)[C@H](O)[C@H](O1)CO)OCCN(C(CN(CC(=O)NCCCCCC(=O)ON1C(CCC1=O)=O)CC(N(CCO[C@@H]1[C@@H](O)[C@@H](O)[C@H](O)[C@H](O1)CO)CCO[C@@H]1[C@@H](O)[C@@H](O)[C@H](O)[C@H](O1)CO)=O)=O)CCO[C@@H]1[C@@H](O)[C@@H](O)[C@H](O)[C@H](O1)CO 2,5-Dioxopyrrolidin-1-yl 6-(2-{bis[2-(bis{2-[(α-D-mannopyranosyl)oxy]ethyl}amino)-2-oxoethyl]amino}acetamido)hexanoate